[3-Hydroxy-4-[(E)-3-(4-morpholin-4-ylphenyl)prop-2-enoyl]phenyl] pyrrolidine-1-carboxylate N1(CCCC1)C(=O)OC1=CC(=C(C=C1)C(\C=C\C1=CC=C(C=C1)N1CCOCC1)=O)O